tert-butyl 4-((5-(ethoxycarbonyl)-4-(4-(pyridin-2-ylcarbamoyl)phenyl)-1H-imidazol-2-yl)methyl)piperidine-1-carboxylate C(C)OC(=O)C1=C(N=C(N1)CC1CCN(CC1)C(=O)OC(C)(C)C)C1=CC=C(C=C1)C(NC1=NC=CC=C1)=O